tert-butyl (1S,4S)-5-(3-cyanooxetan-3-yl)-2,5-diazabicyclo[2.2.1]heptane-2-carboxylate C(#N)C1(COC1)N1[C@@H]2CN([C@H](C1)C2)C(=O)OC(C)(C)C